methyl sulfate tetrahydrate O.O.O.O.S(=O)(=O)(OC)O